NC1=CC(=NC=N1)NC1=CC(=C2N(C1=O)C1(CN(CCC1)C)NC2=O)C 6-[(6-aminopyrimidin-4-yl)amino]-1',8-dimethyl-spiro[2H-imidazo[1,5-a]pyridine-3,3'-piperidine]-1,5-dione